5-((3-(Difluoromethoxy)pyrazin-2-yl)methyl)-7-((1s,4s)-4-(2-fluoro-6-methylphenyl)cyclohexyl)-3-methylpyrido[2,3-b]pyrazin-6(5H)-one FC(OC=1C(=NC=CN1)CN1C(C(=CC=2C1=NC(=CN2)C)C2CCC(CC2)C2=C(C=CC=C2C)F)=O)F